FC1=C(C=CC(=C1)F)C1(CCNCC1)C#N 4-(2,4-difluorophenyl)piperidine-4-carbonitrile